3-[2-hydroxy-3-(3-methoxyphenylamino)propyl]-1H-1,2,4-triazole-5(4H)-thione OC(CC1=NNC(N1)=S)CNC1=CC(=CC=C1)OC